3-[3-isopropyl-1-methyl-4-[(1-methyl-1,2,4-triazol-3-yl)methylamino]Pyrazolo[3,4-b]Pyridin-6-yl]-1-methyl-pyridin-2-one C(C)(C)C1=NN(C2=NC(=CC(=C21)NCC2=NN(C=N2)C)C=2C(N(C=CC2)C)=O)C